BrC=1C=C(SC1)C=CC(C)(S(=O)N)C ((4-bromothiophen-2-yl)methylene)-2-methylpropane-2-sulfinamide